((2S,3S,4R,5R)-3,4-bis(benzyloxy)-5-((benzyloxy)methyl)tetrahydrofuran-2-yl)-N-cyclopentyl-2-cyclopropylquinazolin-4-amine C(C1=CC=CC=C1)O[C@H]1[C@@H](O[C@@H]([C@H]1OCC1=CC=CC=C1)COCC1=CC=CC=C1)C1=C2C(=NC(=NC2=CC=C1)C1CC1)NC1CCCC1